2-(5-fluoro-2-(4-(piperidin-1-yl)-3-(1-((tetrahydro-2H-pyran-3-yl)methyl)-1H-indazole-3-carboxamido)benzamido)phenyl)acetic acid FC=1C=CC(=C(C1)CC(=O)O)NC(C1=CC(=C(C=C1)N1CCCCC1)NC(=O)C1=NN(C2=CC=CC=C12)CC1COCCC1)=O